1,11-undecane-diamine C(CCCCCCCCCCN)N